2-(tert-butoxycarbonyl)-1-(pyridin-4-yl)-3,4-dihydro-1H-isoquinoline-7-carboxylic acid C(C)(C)(C)OC(=O)N1C(C2=CC(=CC=C2CC1)C(=O)O)C1=CC=NC=C1